2,6-diazaspiro[3.4]octane-6-carboxylic acid tert-butyl ester C(C)(C)(C)OC(=O)N1CC2(CNC2)CC1